ClC1=CC=C(C=N1)C(CO)(F)F 2-(6-chloropyridin-3-yl)-2,2-difluoroethanol